tert-Butyl (S)-3-(1-(6-(4-(methoxycarbonyl)phenyl)pyridin-3-yl)-2-oxo-1,2-dihydro-3H-imidazo[4,5-b]pyridin-3-yl)pyrrolidine-1-carboxylate COC(=O)C1=CC=C(C=C1)C1=CC=C(C=N1)N1C(N(C2=NC=CC=C21)[C@@H]2CN(CC2)C(=O)OC(C)(C)C)=O